4-chloro-N-(1-(1-(3-chlorobenzoyl)-1,2,3,4-tetrahydro-1,7-naphthyridin-6-yl)ethyl)benzamide ClC1=CC=C(C(=O)NC(C)C=2C=C3CCCN(C3=CN2)C(C2=CC(=CC=C2)Cl)=O)C=C1